ClC=1C=C(C=C(C1)Cl)C1=NC(=CC(=C1)CN1CCC(CC1)CNC(C)=O)OC=1C=NC(=NC1)N1CCN(CC1)CCOC N-((1-((2-(3,5-dichlorophenyl)-6-((2-(4-(2-methoxyethyl)piperazin-1-yl)pyrimidin-5-yl)oxy)pyridin-4-yl)methyl)piperidin-4-yl)methyl)acetamide